C(C)(=O)OC(C(=O)NC1=C(C(=C(C=C1)B1OC(C(O1)(C)C)(C)C)Cl)F)C1=CC(=CC(=C1)F)F 2-((3-chloro-2-fluoro-4-(4,4,5,5-tetramethyl-1,3,2-dioxaborolan-2-yl)phenyl)amino)-1-(3,5-difluorophenyl)-2-oxoethyl acetate